C(C)N(C1=CC(=CC=C1)C)CC(CO)O N-ethyl-N-(2,3-dihydroxyl)propyl-meta-toluidine